FC=1C=C(C=C(C1)F)C1CC=NN1C(=O)C12CC(C1)(C2)COC2=NC=C(C#N)C=C2 6-((3-(5-(3,5-difluorophenyl)-4,5-dihydro-1H-pyrazole-1-carbonyl)bicyclo[1.1.1]pentan-1-yl)methoxy)nicotinonitrile